(5-(5-hydroxybenzo[d]thiazol-2-yl)pyridin-3-yl)acetamide OC=1C=CC2=C(N=C(S2)C=2C=C(C=NC2)CC(=O)N)C1